2-{6-azaspiro[2.5]octane-6-yl}-N-[8-(4,4-difluoropiperidin-1-yl)-7-fluoroquinolin-6-yl]-4-[(2R)-1-hydroxypropane-2-sulfonyl-Amino]benzamide C1CC12CCN(CC2)C2=C(C(=O)NC=1C=C3C=CC=NC3=C(C1F)N1CCC(CC1)(F)F)C=CC(=C2)NS(=O)(=O)[C@@H](CO)C